ClC1=C(C(=O)OOC(C2=C(C=C(C=C2)Cl)Cl)=O)C=CC(=C1)Cl Bis(2,4-dichlorobenzoyl) peroxide